(R)-Methyl 2-(3-chloro-4-methylphenoxy)propanoate ClC=1C=C(O[C@@H](C(=O)OC)C)C=CC1C